N-ethoxy-4-((4-ethynyl-2-(N-methylmethylsulfonamido)phenyl)amino)-6-(pyridin-2-ylamino)nicotinamide C(C)ONC(C1=CN=C(C=C1NC1=C(C=C(C=C1)C#C)N(S(=O)(=O)C)C)NC1=NC=CC=C1)=O